4,4-difluoro-N-((4-fluoro-2,3-dihydrobenzofuran-6-yl)methyl)cyclohexan-1-amine FC1(CCC(CC1)NCC1=CC2=C(CCO2)C(=C1)F)F